ClC=1C=C(C=C(C1)F)C=1C(=C(C=C(C1)C(C)(CC(C)(C)C)C)N1C2=CC=C(C=C2C=2C=C(C=CC12)C(C)(C)C)C(C)(C)C)O 3'-chloro-3-(3,6-di-tert-butyl-9H-carbazol-9-yl)-5'-fluoro-5-(2,4,4-trimethylpentan-2-yl)biphenyl-2-ol